C1(=CC(=CC(=C1)C1=CC=CC=C1C(=O)[O-])C1=CC=CC=C1C(=O)[O-])C1=CC=CC=C1C(=O)[O-] benzene-1,3,5-tribenzoate